FC(C1=NC(=NO1)CC(C(=O)O)=C)(C1=CC=C(C=C1)C(F)(F)F)F 2-((5-(difluoro(4-(trifluoromethyl)phenyl)methyl)-1,2,4-oxadiazol-3-yl)methyl)acrylic acid